BrC=1C(=C(SC1)\C(\CC(F)(F)F)=N/C1CC1)F (Z)-1-(4-bromo-3-fluorothiophen-2-yl)-N-cyclopropyl-3,3,3-trifluoropropan-1-imine